di-tert-butyl (R)-4-oxopyrrolidine-1,2-dicarboxylate O=C1C[C@@H](N(C1)C(=O)OC(C)(C)C)C(=O)OC(C)(C)C